1-Octyl-4-methylpyridinium triflate [O-]S(=O)(=O)C(F)(F)F.C(CCCCCCC)[N+]1=CC=C(C=C1)C